[Cl-].C(C=C)C=1C(=NC(=NC1C)C1=CC=CC=C1)NC1=CC=C(C(=O)OCCCOC2=CC=C(C=C2)C[C@H]([NH3+])C(=O)O)C=C1 (S)-2-(4-(3-(4-(5-allyl-6-methyl-2-phenylpyrimidin-4-ylamino)benzoyloxy)propoxy)phenyl)-1-carboxyethanaminium chloride